C1(CCC1)C1=CC(=CC2=C1N=C(S2)N2[C@H]1C[C@@H]([C@@H](C2)C1)OCC=1C(=NOC1C1CC1)C1=C(C=CC=C1Cl)Cl)C(=O)O 4-cyclobutyl-2-[(1r,4r,5s)-5-{[5-cyclopropyl-3-(2,6-dichlorophenyl)-1,2-oxazol-4-yl]methoxy}-2-azabicyclo[2.2.1]heptan-2-yl]-1,3-benzothiazole-6-carboxylic acid